ClC1=NC(=NC(=N1)N1CCCCC1)N1CCCC1 2-chloro-4-piperidinyl-6-pyrrolidinyl-1,3,5-triazine